C(CCCCCCCCCCCCC)N Myristylamine